FC1=C(C=CC(=C1O)F)C1=NN=C(S1)CN1C2(CC2)C(N(C1=O)[C@H](C)C1=CC=CC=C1)=O (R)-4-((5-(2,4-difluoro-3-hydroxyphenyl)-1,3,4-thiadiazol-2-yl)methyl)-6-(1-phenylethyl)-4,6-diazaspiro[2.4]heptane-5,7-dione